C(C1=CC=CC=C1)(C1=CC=CC=C1)(C1=CC=CC=C1)N1C=NC(=C1)C1=C(\C=C\2/CS(C3=CC=CC=C3C2=O)(=O)=O)C=CC=C1 (Z)-3-(2-(1-trityl-1H-imidazol-4-yl)benzylidene)thiochroman-4-one 1,1-dioxide